F[C@@H]1CN(CC[C@@H]1OC)C1=NC=CC(=N1)NC=1N=CC2=C(C=NC(=C2C1)C(C)C)N1CC(C1)CS(=O)(=O)C N-{2-[(3R,4S)-3-fluoro-4-methoxypiperidin-1-yl]pyrimidin-4-yl}-8-[3-(methanesulfonyl-methyl)azetidin-1-yl]-5-(propan-2-yl)-2,6-naphthyridin-3-amine